N(=C=O)CCCCCCCCCC1C=CC(C(C1C=CCCCCC)C=CCCCCC)CCCCCCCCCN=C=O 3,6-bis-(9-isocyanatononyl)-4,5-di(1-heptenyl)cyclohexene